5-(4-(4-(4,4,5,5-tetramethyl-1,3,2-dioxaborolan-2-yl)phenyl)piperazin-1-yl)picolinaldehyde CC1(OB(OC1(C)C)C1=CC=C(C=C1)N1CCN(CC1)C=1C=CC(=NC1)C=O)C